(S)-(4-aminopiperidin-1-yl)(2-(2-hydroxyphenyl)-5,6,6a,7,9,10-hexahydro-8H-pyrazino[1',2':4,5]pyrazino[2,3-c]pyridazin-8-yl)methanone NC1CCN(CC1)C(=O)N1C[C@H]2N(C=3C(=NN=C(C3)C3=C(C=CC=C3)O)NC2)CC1